tert-butyl (R)-3-((methylsulfonyl)methyl)pyrrolidine-1-carboxylate CS(=O)(=O)C[C@H]1CN(CC1)C(=O)OC(C)(C)C